C(C1=CC=CC=C1)NC(N(C)C1=CC2=C(C3=C(S2)C=C(C=C3)S(=O)(=O)N[C@H](C(=O)O)C(C)C)C=C1)=O (S)-2-(7-(3-benzyl-1-methylureido)dibenzo[b,d]thiophene-3-sulfonamido)-3-methyl-butanoic acid